FC1(CCN(CC1)CC1=CC=C(C=C1)N1CC(NC2(C1)CCN(CC2)C2=NC=NC(=C2)NC)=O)C 4-(4-((4-Fluoro-4-methylpiperidin-1-yl)methyl)phenyl)-9-(6-(methylamino)pyrimidin-4-yl)-1,4,9-triazaspiro[5.5]undecan-2-one